C(\C=C(/C)\CC\C=C(\C)/CCC=C(C)C)CC(C)=O E,Z-farnesylacetone